3-((3-hydroxy-2-(morpholine-4-carbonyl)pyridin-4-yl)amino)-4-((2,6,6-trimethyl-4,5,6,7-tetrahydrobenzofuran-7-yl)amino)cyclobut-3-ene-1,2-dione OC=1C(=NC=CC1NC=1C(C(C1NC1C(CCC=2C=C(OC21)C)(C)C)=O)=O)C(=O)N2CCOCC2